N-(6-(oxazol-5-yl)isoquinolin-3-yl)-1-(2-(pyrrolidin-1-yl)acetyl)piperidine-4-carboxamide O1C=NC=C1C=1C=C2C=C(N=CC2=CC1)NC(=O)C1CCN(CC1)C(CN1CCCC1)=O